OC=1C=C(C=CC1O)C(C(=O)O)(C)C 3,4-dihydroxyphenyl-2-methylpropanoic acid